[Si](C1=CC=CC=C1)(C1=CC=CC=C1)(C(C)(C)C)OC[C@@H]1C[C@@H](OC1)C(=O)OCC (cis)-ethyl 4-(((tert-butyldiphenylsilyl)oxy)methyl)tetrahydrofuran-2-carboxylate